COC=1C=C(C=CC1)CN[C@](C(=O)O)(CCC(C)(C)C)C (S)-2-{[(m-methoxyphenyl)methyl]amino}-2,5,5-trimethylhexanoic acid